C(C)(=O)N1CCC(CC1)C=1OC2=C(C(C1)=O)C=C(C=1N(C(=NC12)C(F)(F)F)C(C)C)F 8-(1-acetylpiperidin-4-yl)-4-fluoro-3-isopropyl-2-(trifluoromethyl)chromeno[7,8-d]imidazol-6(3H)-one